2-chloro-3-isopropylsulfonyl-N-methyl-N-(1-methyl-1H-tetrazol-5-yl)-4-methylsulfonylbenzamide ClC1=C(C(=O)N(C2=NN=NN2C)C)C=CC(=C1S(=O)(=O)C(C)C)S(=O)(=O)C